Cl.C12(CC3CC(CC(C1)C3)C2)CNC 1-(1-adamantyl)-N-methylmethaneamine hydrochloride